2-((6-cyclopropyl-8-(4-methyl-2-oxopiperazin-1-yl)imidazo[1,2-a]pyridin-2-yl)methyl)isoindoline-1,3-dione C1(CC1)C=1C=C(C=2N(C1)C=C(N2)CN2C(C1=CC=CC=C1C2=O)=O)N2C(CN(CC2)C)=O